methyl 7-bromo-2-(3-iodophenyl)-2,5,5-trimethyl-heptanoate BrCCC(CCC(C(=O)OC)(C)C1=CC(=CC=C1)I)(C)C